5-bromo-4-chloro-2,2-dideutero-7-(4-isopropylphenyl)-3H-benzofuran BrC=1C=C(C2=C(CC(O2)([2H])[2H])C1Cl)C1=CC=C(C=C1)C(C)C